2-((S)-1-(1-(5-ethylpyrimidin-2-yl)piperidin-4-yl)ethoxy)-6-(2-methoxypyridin-4-yl)imidazo[2,1-b][1,3,4]thiadiazol C(C)C=1C=NC(=NC1)N1CCC(CC1)[C@H](C)OC1=NN2C(S1)=NC(=C2)C2=CC(=NC=C2)OC